C(C1=CC=CC=C1)N1N=CC=2C1=NC(=NC2Cl)Cl 1-benzyl-4,6-dichloro-1H-pyrazolo[3,4-d]pyrimidine